4-bromo-2-methyl-6-nitrobenzaldehyde BrC1=CC(=C(C=O)C(=C1)[N+](=O)[O-])C